C(C)(C)(C)N(C(O)=O)CC1(CCN(CC1)C1=NC=C(N=C1)SC1=C(C(=CC=C1)N)Cl)C.C(C)(C)(C)C1=CC(=C2CCC(C2=C1)(C)C)C=O 6-tert-butyl-1,1-dimethyl-4-indanyl-methanone Tert-Butyl-((1-(5-((3-amino-2-chlorophenyl)thio)pyrazin-2-yl)-4-methylpiperidin-4-yl)methyl)carbamate